copper isoleucinate N[C@@H]([C@@H](C)CC)C(=O)[O-].[Cu+2].N[C@@H]([C@@H](C)CC)C(=O)[O-]